2-[5-(2-Chloro-3-fluoro-phenyl)-3-[2-(methylsulfonimidoyl)ethyl]-2,4-dioxo-pyrimidin-1-yl]acetic acid ClC1=C(C=CC=C1F)C=1C(N(C(N(C1)CC(=O)O)=O)CCS(=O)(=N)C)=O